COC(=O)C1C(NC(C1)=O)C1=CC=CC=C1 5-oxo-2-phenylpyrrolidine-3-carboxylic acid methyl ester